N1CCC(CC1)N1N=CC(=C1)C=1C=C(C(=NC1)N)C=1OC(=NN1)C1=NC=CN=C1 5-(1-(piperidin-4-yl)-1H-pyrazol-4-yl)-3-(5-(pyrazin-2-yl)-1,3,4-oxadiazol-2-yl)pyridin-2-amine